C(C)(C)(C)OC(=O)N1CCC(CC1)C1=NC(=CC=C1N)Cl 4-(3-amino-6-chloro-2-pyridinyl)piperidine-1-carboxylic acid tert-butyl ester